N1(CCC1)C(=O)N1CCC(CC1)COC1=C(C=C(C=C1)CN1CC2=CC=CC=C2C1)S(=O)(=O)NC1CC1 2-((1-(azetidine-1-carbonyl)piperidin-4-yl)methoxy)-N-cyclopropyl-5-(isoindolin-2-ylmethyl)benzenesulfonamide